C(C)(C)(C)OC(=O)N1CCN(CC1)C1=C(C=C(C(=C1)OC)N)C(=O)OC 4-(4-Amino-5-methoxy-2-(methoxycarbonyl)phenyl)piperazine-1-carboxylic acid tert-butyl ester